C(C)N1C(CC2=CC=C(C=C12)B1OC(C(O1)(C)C)(C)C)=O 1-ethyl-6-(4,4,5,5-tetramethyl-1,3,2-dioxaborolan-2-yl)-3H-indol-2-one